2-[(4-{6-[(4-chloro-2-fluorobenzyl)oxy]pyridin-2-yl}piperidin-1-yl)methyl]-1-[(1-methyl-1H-1,2,3-triazol-4-yl)methyl]-1H-benzimidazole-6-carboxylic acid ClC1=CC(=C(COC2=CC=CC(=N2)C2CCN(CC2)CC2=NC3=C(N2CC=2N=NN(C2)C)C=C(C=C3)C(=O)O)C=C1)F